phenanthren-3-yl 3-oxa-8-azabicyclo[3.2.1]octane-8-carboxylate C12COCC(CC1)N2C(=O)OC=2C=CC=1C=CC3=CC=CC=C3C1C2